6-(chloromethyl)spiro[chroman-4,1'-cyclohexane] ClCC=1C=C2C(=CC1)OCCC21CCCCC1